BrC=1C(N(C=C(C1)C1(CC(C1)C)C1N=NC(N1C)OC=1SC=CC1)C1CC1)=O 3-bromo-1-cyclopropyl-5-(3-methyl-1-(4-methyl-5-thioloxy-4,5-dihydro-3H-1,2,4-triazol-3-yl)cyclobutyl)pyridin-2(1H)one